N-[4-[[4-[[2-(6-methyl-2-pyridyl)pyrrolo[2,1-f][1,2,4]triazin-4-yl]amino]pyrimidin-2-yl]amino]phenyl]piperidine-3-carboxamide CC1=CC=CC(=N1)C1=NN2C(C(=N1)NC1=NC(=NC=C1)NC1=CC=C(C=C1)NC(=O)C1CNCCC1)=CC=C2